(S)-4-((2-hydroxy-1-phenylethyl)amino)-6-((1-oxoisoindolin-5-yl)amino)nicotinic acid OC[C@H](C1=CC=CC=C1)NC1=CC(=NC=C1C(=O)O)NC=1C=C2CNC(C2=CC1)=O